O[C@@]1(CC[C@@H]2[C@H]3CC[C@]4([C@H]([C@@H]3CC[C@@H]2C1)CCCC[C@H]4C(CN4N=CC(=C4)C#N)=O)C)C 1-(2-((2R,4aS,4bR,6aS,7R,11aS,11bR,13aR)-2-hydroxy-2,6a-dimethyloctadecahydro-1H-cyclohepta[a]phenanthren-7-yl)-2-oxoethyl)-1H-pyrazole-4-carbonitrile